N,N-dimethyl-1-(5-(2,4,5-trifluoro-3-methoxyphenyl)thiophene-2-carbonyl)pyrrolidine-2-carboxamide CN(C(=O)C1N(CCC1)C(=O)C=1SC(=CC1)C1=C(C(=C(C(=C1)F)F)OC)F)C